COC1=CC=C(CN(C(=O)N)CC2=CC=C(C=C2)N2CCCC2)C=C1 1-(4-methoxybenzyl)-1-(4-(pyrrolidin-1-yl)benzyl)urea